4-(2-((S)-1-(1-(3-isopropyl-1,2,4-oxadiazol-5-yl)piperidin-4-yl)ethoxy)imidazo[2,1-b][1,3,4]thiadiazol-6-yl)-1-methylpyridin-2(1H)-on C(C)(C)C1=NOC(=N1)N1CCC(CC1)[C@H](C)OC1=NN2C(S1)=NC(=C2)C2=CC(N(C=C2)C)=O